1-(1-((3-bromophenyl)sulfonyl)-4-fluoro-5-(2-fluorophenyl)-1H-pyrrol-3-yl)-N-methylmethylamine BrC=1C=C(C=CC1)S(=O)(=O)N1C=C(C(=C1C1=C(C=CC=C1)F)F)CNC